NC1(CCN(CC1)C1=NC(=C2C(=N1)NN=C2C2=C(C1=CN(N=C1C=C2)C2CC2)Cl)C(=O)N)C2=CC=CC=C2 6-(4-amino-4-phenylpiperidin-1-yl)-3-(4-chloro-2-cyclopropyl-2H-indazole-5-yl)-1H-pyrazolo[3,4-d]pyrimidine-4-carboxamide